C1(=CC=CC=C1)N(C1=CC=2C(C3=CC(=CC=C3C2C=C1)C1=CC=2C(C3=CC(=CC=C3C2C=C1)C1=CC=C2C=3C=CC(=CC3C(C2=C1)(C)C)N(C=1C=C(C=CC1)C)C1=CC=CC=C1)(C)C)(C)C)C=1C=C(C=CC1)C (1r)-2,7-bis{2-[phenyl-(m-tolyl)amino]-9,9-dimethyl-fluoren-7-yl}-9,9-dimethylfluorene